C(CC1=CC=CC=C1)C1(CCN(CC1)CC1=CC=C(C=C1)NC(C)=O)C=1SC=CC1 N-(4-((4-phenethyl-4-(thiophen-2-yl)piperidin-1-yl)methyl)phenyl)acetamide